4-phenyl-quinoline-3-carbonitrile C1(=CC=CC=C1)C1=C(C=NC2=CC=CC=C12)C#N